exo-Ethyl 1a,6b-dihydro-1H-cyclopropa[b][1]benzofuran-1-carboxylate C1(C2OC3=C(C21)C=CC=C3)C(=O)OCC